ClC=1C=C(C=CC1)[C@@H]1[C@H](C1)C(=O)NC1=CC(=NC=N1)NCC=1N=C2N(C=C(C=C2CCC(=O)OCC)C2CC2)C1 |r| rac-ethyl 3-(2-(((6-((1S*,2S*)-2-(3-chlorophenyl)cyclopropane-1-carboxamido)pyrimidin-4-yl)amino)methyl)-6-cyclopropylimidazo[1,2-a]pyridin-8-yl)propanoate